ClC1=CC=C2NCC(NC2=C1)=O 7-chloro-3,4-dihydroquinoxalin-2(1H)-one